C(OC=1C=CC=2C[C@H]3[C@H]4CCCC[C@]4(C2C1)CCN3C([2H])([2H])[2H])([2H])([2H])[2H] (9S,13S,14S)-3-(methoxy-d3)-17-(methyl-d3)-morphinan